FC1=CC(=C2CCCOC2=C1C#N)CO 7-Fluoro-5-(hydroxymethyl)chromane-8-carbonitrile